3-(1,1-difluoroprop-1-en-2-yl)piperidin-3-amine FC(=C(C)C1(CNCCC1)N)F